[N+](=O)([O-])C=1C=C(C=CC1NCC1CCOCC1)S(=O)(=O)NC(C1=CC=CC=C1)=O N-((3-nitro-4-(((tetrahydro-2H-pyran-4-yl)methyl)amino)phenyl)sulphonyl)benzamide